ClC=1C=C(C=CC1F)NC(=O)C=1C=2CC[C@@H](C2C(=CC1)F)NC(=O)NCC1=NN(C=C1)C (S)-N-(3-chloro-4-fluorophenyl)-7-fluoro-1-(3-((1-methyl-1H-pyrazol-3-yl)methyl)ureido)-2,3-dihydro-1H-indene-4-carboxamide